N'-p-coumaryl-agmatine C(\C=C\C1=CC=C(C=C1)O)N(C(N)=N)CCCCN